3,4-dimethyl-N-(2-phenylimidazo[1,2-a]pyridin-3-yl)benzamide CC=1C=C(C(=O)NC2=C(N=C3N2C=CC=C3)C3=CC=CC=C3)C=CC1C